CC1=C(C=C(C=C1)NC(C1=NC(=CC=C1)C(F)(F)F)=O)N1N=CC(=C1)C=1C=NC=CC1OCC1OCCC1 N-(4-methyl-3-(4-(4-((tetrahydrofuran-2-yl)methoxy)pyridin-3-yl)-1H-pyrazol-1-yl)phenyl)-6-(trifluoromethyl)picolinamide